4-(5-methyl-2-methylsulfanyl-pyrimidin-4-yl)-1H-imidazole-2-carboxamide CC=1C(=NC(=NC1)SC)C=1N=C(NC1)C(=O)N